N-{5-[2-(2-aminopyridin-3-yl)-5-(pyrazol-1-yl)imidazo[4,5-b]pyridin-3-yl]-2-fluoro-2,3-dihydro-1H-inden-1-yl}piperazin-1-amine NC1=NC=CC=C1C1=NC=2C(=NC(=CC2)N2N=CC=C2)N1C=1C=C2CC(C(C2=CC1)NN1CCNCC1)F